C(C)(C)C1=CC=C(C=C1)[C@H](C1=CC=CC=2NC(OC21)=O)NC(=O)[C@H]2[C@H](CCC2)C(=O)O (1S,2R)-2-(((R)-(4-isopropylphenyl)(2-oxo-2,3-dihydrobenzo[d]oxazol-7-yl)methyl)carbamoyl)cyclopentane-1-carboxylic acid